[Si](C)(C)(C(C)(C)C)OCCN1C(C(NC2=CC=CC=C12)=O)=O 1-(2-{[tert-butyl(dimethyl)silyl]oxy}ethyl)-1,4-dihydroquinoxaline-2,3-dione